5-isooctyl-furan-2-formaldehyde C(CCCCC(C)C)C1=CC=C(O1)C=O